C1CCC2=CC(=CC=C12)O 2,3-dihydro-1H-indene-5-ol